methyl 10-butyl-11-methyl-8-phenyl-8,9,10,11-tetrahydro-6H-benzo[3,4]isochromeno[7,6-f][1,2,5]thiadiazepine-2-carboxylate 12,12-dioxide C(CCC)C1N(S(C2=C(N(C1)C1=CC=CC=C1)C=C1COC3=C(C1=C2)C=C(C=C3)C(=O)OC)(=O)=O)C